10-hydroxyoctadecanoic acid OC(CCCCCCCCC(=O)O)CCCCCCCC